NC1=C2C=NN(C2=CC=C1)C1=CC(=CC=C1)OC(F)(F)F 4-amino-1-[3-(trifluoromethoxy)phenyl]-1H-indazole